2',3-dichloro-3'-fluoro-5',6-dimethyl-2-oxo-2H-[1,4'-bipyridin]-4-yl trifluoromethanesulfonate FC(S(=O)(=O)OC1=C(C(N(C(=C1)C)C1=C(C(=NC=C1C)Cl)F)=O)Cl)(F)F